C(C1=CC=CC=C1)OC=1C=CC(=NC1)NC=NO N-(5-(benzyloxy)pyridin-2-yl)-N'-hydroxy-formamidine